1-(7-(2-((5-(6-ethyl-2,6-diazaspiro[3.3]heptan-2-yl)pyridin-2-yl)amino)quinazolin-8-yl)-2,7-diazaspiro[4.4]nonan-2-yl)ethan-1-one C(C)N1CC2(CN(C2)C=2C=CC(=NC2)NC2=NC3=C(C=CC=C3C=N2)N2CC3(CCN(C3)C(C)=O)CC2)C1